(S)-(3-((5-(5-amino-5,7-dihydro-spiro[cyclopenta[b]pyridin-6,4'-piperidin]-1'-yl)pyrazin-2-yl)thio)-2-chlorophenyl)dimethylphosphine oxide N[C@@H]1C=2C(=NC=CC2)CC12CCN(CC2)C=2N=CC(=NC2)SC=2C(=C(C=CC2)P(C)(C)=O)Cl